N1C2=C(O[C@@H](C1)[C@H](NC[C@@H](C)C=1C=NC(=CC1)C)C1=CC=CC=C1)N=CC=C2 |o1:9| (S or R)-N-((R)-((S)-2,3-dihydro-1H-pyrido[2,3-b][1,4]oxazin-3-yl)(phenyl)methyl)-2-(6-methylpyridin-3-yl)propan-1-amine